N1N=CC2=CC(=CC=C12)CN(C=1SC=C(N1)COCCN1CCOCC1)CC1=CC(=CC=C1)OC N-((1H-indazol-5-yl)methyl)-N-(3-methoxybenzyl)-4-((2-morpholinoethoxy)methyl)thiazol-2-amine